ethyl 3-{3-[(6-hydroxy-2,2-dioxo-2H-1,2λ6,3-benzoxathiazin-3(4H)-yl)methyl]-4-methylphenyl}-3-[1-(2-hydroxyethyl)-4-methyl-1H-benzotriazol-5-yl]propanoate OC=1C=CC2=C(CN(S(O2)(=O)=O)CC=2C=C(C=CC2C)C(CC(=O)OCC)C2=C(C3=C(N(N=N3)CCO)C=C2)C)C1